bis(2,3-dicarboxyphenyl)-methane C(=O)(O)C1=C(C=CC=C1C(=O)O)CC1=C(C(=CC=C1)C(=O)O)C(=O)O